ClC1=C(C=CC=C1)C=1N(C2=NC(=NC(=C2N1)N1CCC(CC1)(C(=O)N)C)OCCO)C1=CC=C(C=C1)Cl [8-(2-chlorophenyl)-9-(4-chlorophenyl)-2-(2-hydroxyethoxy)purin-6-yl]-4-methyl-piperidine-4-carboxamide